Methyl (1S,4s)-4-(2-fluoro-5-(((1R,2R,3S,4S)-3-((4-fluoro-3-(trifluoromethyl)phenyl)carbamoyl)bicyclo[2.2.1]hept-5-en-2-yl)carbamoyl)-4-methoxyphenoxy)cyclohexane-1-carboxylate FC1=C(OC2CCC(CC2)C(=O)OC)C=C(C(=C1)OC)C(N[C@@H]1[C@H]2C=C[C@@H]([C@@H]1C(NC1=CC(=C(C=C1)F)C(F)(F)F)=O)C2)=O